(S)-3-(1-hydroxy-prop-2-yl)-8-(pyridin-4-yl)-6-(6-(trifluoromethyl)pyridin-3-yl)pyrido[3,4-d]pyrimidin-4(3H)-one OC[C@H](C)N1C=NC2=C(C1=O)C=C(N=C2C2=CC=NC=C2)C=2C=NC(=CC2)C(F)(F)F